3-(1-(3-((2-(3-chloro-1-methyl-1H-pyrazol-4-yl)pyrimidin-4-yl)amino)-5-isopropylisoquinolin-8-yl)azetidin-3-yl)-1,2,3-oxathiazolidine 2,2-dioxide ClC1=NN(C=C1C1=NC=CC(=N1)NC=1N=CC2=C(C=CC(=C2C1)C(C)C)N1CC(C1)N1S(OCC1)(=O)=O)C